FC=1C(=C(C=NC1N1C([C@@H]2C[C@@H]2C1)=O)[C@H](C)N1N=CC(=C1)NC(=O)C1=NC=CN=C1)C N-(1-((S)-1-(5-fluoro-4-methyl-6-((1R,5S)-2-oxo-3-azabicyclo[3.1.0]hexan-3-yl)pyridin-3-yl)ethyl)-1H-pyrazol-4-yl)pyrazine-2-carboxamide